C(CCC)(=O)O.C(CCC)(=O)O.C(C)(=O)O.C(CO)O ethylene glycol acetate dibutyrate